BrC=1C=C(C=C(C1)F)C(C1=NN=CN1C)Cl 3-((3-bromo-5-fluorophenyl)chloromethyl)-4-methyl-4H-1,2,4-triazole